OCC1=CC(=NC2=NC(=CN=C21)[C@H]2CN(CCC2)C(=O)OC(C)(C)C)C2=C(C=C(C=C2C)C)OC tert-butyl (3R)-3-[8-(hydroxymethyl)-6-(2-methoxy-4,6-dimethyl-phenyl)pyrido[2,3-b]pyrazin-3-yl]piperidine-1-carboxylate